FC=1C(=C2C(=NC1N(C1=NC(=CC(=C1)N(C(OC(C)(C)C)=O)C)C)C)CCO2)C2=CC[C@@H](CC2)N(C)C(=O)OC(C)(C)C |r| tert-butyl N-[2-[[6-fluoro-7-[rac-(4R)-4-[tert-butoxycarbonyl(methyl)amino]cyclohexen-1-yl]-2,3-dihydrofuro[3,2-b]pyridin-5-yl]-methyl-amino]-6-methyl-4-pyridyl]-N-methyl-carbamate